C(C)(C)(C)OC(=O)N1CCC2(CC(=NO2)C)CCC1 1-(8-(tert-butoxycarbonyl)-1-oxa-2,8-diazaspiro[4.6]undec-2-en-3-yl)-methane